2-(3-aminopropoxy)acetic acid methyl ester COC(COCCCN)=O